FC1=C(C(=CC=C1)F)CN1C(N(C2=C1C=CC(=C2)S(=O)(=O)NC2(CC2)C)C)=O 1-[(2,6-difluorophenyl)methyl]-3-methyl-N-(1-methylcyclopropyl)-2-oxo-benzimidazole-5-sulfonamide